ClC=1C=CC(=C(C1)C1=C(NC=2C1=NC=CC2)C2=C(C=NC=C2)OCCN(C(OC(C)(C)C)=O)C)F tert-butyl [2-({4-[3-(5-chloro-2-fluorophenyl)-1H-pyrrolo[3,2-b]pyridin-2-yl]pyridin-3-yl}oxy)ethyl]methylcarbamate